6-(6-ethoxy-4-methylpyridin-3-yl)pyrazine-2-carboxylic acid C(C)OC1=CC(=C(C=N1)C1=CN=CC(=N1)C(=O)O)C